NC1CN(CCC12CCN(CC2)C2=NC=C(N=C2)SC2=C(C1=CN(N=C1C=C2)C)Cl)C(CC#N)=O 3-(1-amino-9-(5-((4-chloro-2-methyl-2H-indazol-5-yl)thio)pyrazin-2-yl)-3,9-diazaspiro[5.5]undec-3-yl)-3-oxopropanenitrile